Cl.NC[C@@H]1C[C@H](NC1)CNC(=O)C=1NC2=CC(=CC=C2C1)CCC1CC1 N-(((2S,4S)-4-(aminomethyl)pyrrolidin-2-yl)methyl)-6-(2-cyclopropylethyl)-1H-indole-2-carboxamide hydrogen chloride salt